ICC\C=C\CCCCCC(OC)OC (3E)-1-iodo-10,10-dimethoxy-3-decene